C(C(=C)C)(=O)O.C1(=CC=CC2=CC=CC=C12)OC(COCCO)O Naphthoxydiethylene glycol methacrylate